The molecule is a carboxylic ester obtained by the formal condensation of the secondary hydroxy group of 4-hydroxy-6-[hydroxy(phenyl)methyl]pyridin-2(1H)-one with 3-methylbutanoic acid. It is isolated from the culture broth of Penicillium sp. SPF-32629 and acts as an inhibitor of the enzyme chymase (EC 3.4.21.39). It has a role as an antimicrobial agent, an EC 3.4.21.39 (chymase) inhibitor and a Penicillium metabolite. It is a carboxylic ester, a pyridone and a monohydroxypyridine. CC(C)CC(=O)OC(C1=CC=CC=C1)C2=CC(=CC(=O)N2)O